ClC=1C=2N(C=CN1)C(=NC2I)[C@@H]2CN(CC2)C(=O)OCC2=CC=CC=C2 Benzyl (S)-3-(8-chloro-1-iodoimidazo[1,5-a]pyrazin-3-yl)pyrrolidine-1-carboxylate